OC[C@H](C1=CC=CC=C1)NC1=CC(=NC=C1C1=NC(=NO1)C12CCN(CC1)CC2)NC=2C=C1C(C(OC(C1=CC2)=O)C)=O 6-((4-(((S)-2-hydroxy-1-phenylethyl)amino)-5-(3-(quinuclidin-4-yl)-1,2,4-oxadiazol-5-yl)pyridin-2-yl)amino)-3-methylisochromane-1,4-dione